C(=CC)CC(COC)C=CC 1,2-dipropenyl-3-methoxypropane